C1N(CC2=CC=CC=C12)C=1OC2=C(C=C(C=C2C(C1)=O)C)C(C)NC1=C(C=CC=C1)S(=O)(=O)N 2-[1-(2-Isoindolin-2-yl-6-methyl-4-oxo-chromen-8-yl)ethylamino]benzenesulfonamide